NC=1C2=C(N=CN1)N(C(=C2C=2C=NC1=CC=CC=C1C2)C#C)C21CCC(CC2)(C1)NC(=O)N1N=CC=C1 N-(4-(4-Amino-6-ethynyl-5-(quinolin-3-yl)-7H-pyrrolo[2,3-d]pyrimidin-7-yl)bicyclo-[2.2.1]heptan-1-yl)-1H-pyrazole-1-carboxamide